4-[7-chloro-2-methoxymethyl-10,11-dihydro-dibenzo[b,f]azepin-5-yl]-butylamine ClC1=CC2=C(CCC3=C(N2CCCCN)C=CC(=C3)COC)C=C1